P(=O)(OC[C@@H](COC(CCCCCCCCCCCCCCCCC)=O)OC(CCCCCCC\C=C/CCCCCCCC)=O)(OCC[N+](C)(C)C)[O-] (R)-2-(oleoyloxy)-3-(stearoyloxy)propyl (2-(trimethylammonio)ethyl) phosphate